(Ra)-6-(4-Chloro-1-(naphthalin-2-ylmethyl)-1H-indazol-7-carboxamido)spiro[3.3]heptan ClC1=C2C=NN(C2=C(C=C1)C(=O)NC1CC2(CCC2)C1)CC1=CC2=CC=CC=C2C=C1